C1=C(C=CC2=CC=CC=C12)CC1(N(CCN(C1)S(=O)(=O)C1=CC=C(C)C=C1)C(=O)C=1SC=CC1)C(=O)N (naphthalen-2-ylmethyl)-1-(thiophene-2-carbonyl)-4-tosylpiperazine-2-carboxamide